5,10-dimethyl-phenazine CN1C=2C=CC=CC2N(C2=CC=CC=C12)C